C(C)(C)(C)OC(=O)N1CCC(CC1)C1=CC=CC(=N1)OCC1=C(C(=O)O)C=CC=C1F ((6-(1-(tert-butoxycarbonyl)piperidin-4-yl)pyridin-2-yloxy)methyl)-3-fluorobenzoic acid